4-(8-chloro-4-methylquinazolin-2-yl)phenol ClC=1C=CC=C2C(=NC(=NC12)C1=CC=C(C=C1)O)C